(1-((dimethylamino)methyl)-2,2-difluorocyclopropyl)methanol tert-butyl-(RS)-2-bromo-3-iodo-4-methyl-6,7-dihydropyrazolo[1,5-a]pyrazine-5(4H)-carboxylate C(C)(C)(C)[C@@]1(C=2N(CCN1C(=O)OCC1(C(C1)(F)F)CN(C)C)N=C(C2I)Br)C |r|